C(C)C1(OCC=2N=NC(=CC21)C(=O)OC)C methyl 5-ethyl-5-methyl-5,7-dihydrofuro[3,4-c]pyridazine-3-carboxylate